azatryptophane NN(CC1=CNC2=CC=CC=C12)C(=O)O